trans-tert-Butyl (4-((cyclopropylmethyl)(phenyl)amino)cyclohexyl)carbamate C1(CC1)CN([C@@H]1CC[C@H](CC1)NC(OC(C)(C)C)=O)C1=CC=CC=C1